2-(dibenzo[b,d]thiophen-4-ylmethylene)-6-hydroxy-2,3-dihydro-1H-inden-1-one C1=CC=C(C=2SC3=C(C21)C=CC=C3)C=C3C(C2=CC(=CC=C2C3)O)=O